3-(1-(Methyl-d2)pyrrolidin-3-yl)-1H-indol-4-ol C(N1CC(CC1)C1=CNC=2C=CC=C(C12)O)([2H])[2H]